FC=1C=C(C2=C(CNS(O2)(=O)=O)C1)C1=CC=C(C(=O)NC)C=C1 4-(6-fluoro-2,2-dioxido-3,4-dihydrobenzo[e][1,2,3]oxathiazin-8-yl)-N-methylbenzamide